1-(4-methoxyphenyl)-2-(thiophen-2-yl)-2,3-dihydropyridin-4-one COC1=CC=C(C=C1)N1C(CC(C=C1)=O)C=1SC=CC1